N1CCCNCC=C1 1,2,3,4,5,6-hexahydro-[1,5]diazocine